N=1CC=C2C=C(C=CC12)S(=O)(=O)N 2H-indole-5-sulfonamide